ClC=1C=NC(=NC1)NC=1C=C2CCN(CC2=CC1)CCN(C)C 5-Chloro-2-((2-(2-(dimethylamino)ethyl)-1,2,3,4-tetrahydroisoquinolin-6-yl)amino)pyrimidine